BrC1=CC=CC(=N1)NC(CN(C(CN1N=C(C2=CC=CC=C12)C(=O)N)=O)C1CC1)=O 1-(2-((2-((6-bromopyridin-2-yl)amino)-2-oxoethyl)(cyclopropyl)amino)-2-oxoethyl)-1H-indazole-3-carboxamide